N1(N=CC2=CC=CC=C12)NC(=O)C=1C2CCC(C1)C2 N-(1H-Indazol-yl)bicyclo[2.2.1]hept-2-ene-2-carboxamide